OC1=C(C=C(C=C1C(C)(C)C)CCC(=O)O)C(C)(C)C 3-(4'-hydroxy-3',5'-di-tert-butylphenyl)propionic acid